1,2-bis(carboxypentylmethylthio)-ethane C(=O)(O)CCCCCCSCCSCCCCCCC(=O)O